5,7-dihydroxy-2,3-dihydrochromen-4-one OC1=C2C(CCOC2=CC(=C1)O)=O